1-(Phenylsulfonyl)-5-(3-(piperidin-1-yl)propoxy)-1H-indole-2-carbohydrazide C1(=CC=CC=C1)S(=O)(=O)N1C(=CC2=CC(=CC=C12)OCCCN1CCCCC1)C(=O)NN